5,10,15,20-tetrakis(3-chlorophenyl)porphyrin ClC=1C=C(C=CC1)C=1C2=CC=C(N2)C(=C2C=CC(C(=C3C=CC(=C(C=4C=CC1N4)C4=CC(=CC=C4)Cl)N3)C3=CC(=CC=C3)Cl)=N2)C2=CC(=CC=C2)Cl